(dicyanomethyl)-N,N'-dimethylpiperazinium chloride [Cl-].C(#N)C(C#N)[N+]1(CCN(CC1)C)C